acryl-phosphine C(=O)(C=C)P